tert-butyl (R)-4-(3-cyclopropyl-4-nitrophenyl)-2-(hydroxymethyl)piperazine-1-carboxylate C1(CC1)C=1C=C(C=CC1[N+](=O)[O-])N1C[C@@H](N(CC1)C(=O)OC(C)(C)C)CO